N1C=CC2=CC(=CC=C12)S(=O)(=O)N1N=C(C=C1)C(=O)NC1=CC(=C(C=C1)OC)F 1-((1H-indol-5-yl)sulfonyl)-N-(3-fluoro-4-methoxyphenyl)-1H-pyrazole-3-carboxamide